C(C)(C)(C)OC(=O)N1CC2(CC2)C(C(C1)CN1C(C2=CC=CC=C2C1=O)=O)=O 7-[(1,3-Dioxoisoindolin-2-yl)methyl]-8-oxo-5-azaspiro[2.5]octane-5-carboxylic acid tert-butyl ester